COC(=O)[C@@H]1CC[C@H](CC1)CN1C=CC2=CC(=C(C=C12)C#N)F.O1CCC(CC1)NC(C)=O N-(tetrahydro-2H-pyran-4-yl)acetamide methyl-trans-4-[(6-cyano-5-fluoro-indol-1-yl)methyl]cyclohexanecarboxylate